NC1CCC(CC1)C1(NC(=NC=C1C=1C=NN(C1)C)NC1=CC(=CC(=C1)Cl)Cl)N 4-((1r,4r)-4-aminocyclohexyl)-N2-(3,5-dichlorophenyl)-5-(1-methyl-1H-pyrazol-4-yl)pyrimidine-2,4-diamine